5-Bromo-N-(4,5-dihydro-1H-imidazolyl)quinoxalin-6-amine BrC1=C2N=CC=NC2=CC=C1NN1C=NCC1